(E)-2-hydroxy-5-(3-((4-hydroxyphenethyl)amino)-3-oxoprop-1-en-1-yl)phenyl hydrogen carbonate C(OC1=C(C=CC(=C1)\C=C\C(=O)NCCC1=CC=C(C=C1)O)O)(O)=O